C(C)OC(C(C1=C2N(C=N1)C[C@@H](C2)F)N2N=C1C(=C(C=C(C1=C2)C)Br)Cl)=O |r| 2-(6-bromo-7-chloro-4-methyl-indazol-2-yl)-2-[rac-(6R)-6-fluoro-6,7-dihydro-5H-pyrrolo[1,2-c]imidazol-1-yl]acetic acid ethyl ester